C(=O)([O-])C(O)C(O)C(=O)[O-].[Ca+2] Calcium tartrat